5-methylpyrido[2,3-d]Pyrimidin-4-one hydrochloride Cl.CC1=CC=NC=2N=CNC(C21)=O